C(C(C)C)C1=CC=C(C=C1)C(C(=O)OCN1C=CC2=C1N=CN=C2N([C@@H]2CC[C@H](CC2)CS(NC)(=O)=O)C)C (4-(Methyl((trans)-4-((N-methylsulfamoyl) methyl)cyclohexyl)amino)-7H-pyrrolo[2,3-d]pyrimidin-7-yl)methyl 2-(4-isobutylphenyl)propanoate